FC(C=1C=CC(=NC1)CNN1C(OC2(CCC2)C1)=O)(F)F 7-(((5-(trifluoromethyl)pyridin-2-yl)methyl)amino)-5-oxa-7-azaspiro[3.4]octan-6-one